CC1(C(=C(C1)C1=C(C=CC=C1)NC(C)=O)C1=C(C(=CC=C1)C)C)C N-(2-(3,3-dimethyl-2-(2,3-dimethylphenyl)cyclobut-1-en-1-yl)phenyl)acetamide